C(C)(C)C1=C(NC2=CC=C(C=C12)C1CCN(CC1)CC(=O)N)B1OC(C(O1)(C)C)(C)C 2-(4-(3-isopropyl-2-(4,4,5,5-tetramethyl-1,3,2-dioxaborolan-2-yl)-1H-indol-5-yl)piperidin-1-yl)acetamide